C1(=CC=CC=C1)C=CC(=O)NC1=CC=C(C=C1)S(=O)(=O)N1CC2=CC=CC=C2CC1 3-phenyl-N-[4-(3,4-dihydro-1H-isoquinoline-2-sulfonyl)phenyl]acrylamide